4'-methyl-biphenyl-3,5-dicarboxylic acid CC1=CC=C(C=C1)C1=CC(=CC(=C1)C(=O)O)C(=O)O